4-Amino-N-(2,3-dihydro-1H-inden-2-yl)-6-((2-methoxy-3-methylphenyl)amino)-picolinamide hydrochloride Cl.NC1=CC(=NC(=C1)NC1=C(C(=CC=C1)C)OC)C(=O)NC1CC2=CC=CC=C2C1